(1-(4-Iodophenyl)-1H-1,2,3-triazol-4-yl)methylsulfonic acid methyl ester COS(=O)(=O)CC=1N=NN(C1)C1=CC=C(C=C1)I